rac-(2r,3r,4s,5r)-3-(3,4-difluoro-2-methylphenyl)-4,5-dimethyl-5-(trifluoromethyl)tetrahydrofuran-2-carboxylic acid methyl ester COC(=O)[C@@H]1O[C@]([C@H]([C@@H]1C1=C(C(=C(C=C1)F)F)C)C)(C(F)(F)F)C |r|